C(=O)C=C anti-acrolein